ClC=1C=C(C=C(C1)NS(=O)(=O)C)NC(=O)C1=CN(C(=C1)C1=NC=C(C=C1)OCC)C N-(3-chloro-5-(methylsulfonamido)phenyl)-5-(5-ethoxypyridin-2-yl)-1-methyl-1H-pyrrole-3-carboxamide